(3r,4r)-N-(benzo[d]thiazol-5-yl)-1-((2,3-dihydrobenzofuran-5-yl)sulfonyl)-4-methylpyrrolidine-3-carboxamide S1C=NC2=C1C=CC(=C2)NC(=O)[C@H]2CN(C[C@@H]2C)S(=O)(=O)C=2C=CC1=C(CCO1)C2